C(C)(C)(C)OC(=O)N1CC(CCC1)CN1N=CC(=C1)C(=O)O 1-({1-[(tert-butoxy)carbonyl]piperidin-3-yl}methyl)-1H-pyrazole-4-carboxylic acid